O1N=C(C2=C1C=CC=C2)C2=C(C=CC=C2)[C@H](CC2=NC(=CC=C2F)C)N (S)-1-[2-(Benzo[d]isoxazol-3-yl)phenyl]-2-(3-fluoro-6-methylpyridin-2-yl)ethan-1-amine